5-(3-bromo-2-iodophenoxy)-1,3-dicyanobenzene BrC=1C(=C(OC=2C=C(C=C(C2)C#N)C#N)C=CC1)I